5-cyclopropyl-N2-(2-fluoro-4-(methylsulfonyl)phenyl)-N2-methyl-N4-(5-methyl-1H-pyrazol-3-yl)-6-(1-methyl-1H-pyrazol-4-yl)pyrimidine-2,4-diamine C1(CC1)C=1C(=NC(=NC1C=1C=NN(C1)C)N(C)C1=C(C=C(C=C1)S(=O)(=O)C)F)NC1=NNC(=C1)C